C(CC(=O)OC1=CC=C(C=C1)C(CC(C)(C)C)(C)C)(=O)OC1=CC=C(C=C1)C(CC(C)(C)C)(C)C bis[4-(1,1,3,3-tetramethylbutyl) phenyl] malonate